7-(amino-methyl)-2,2-dimethyl-3,4-dihydro-2H-1-benzo-pyran-4-ol NCC1=CC2=C(C(CC(O2)(C)C)O)C=C1